FC(S(=O)(=O)C1CC2OCC=3C=NC=CC(C32)=C1)(F)F 8-((Trifluoromethyl)sulfonyl)-1,8,9,9a-tetrahydrobenzofuro[3,4-cd]azepine